C(#N)C1=C(N=C(S1)N(C1=C(N=C2N1C=C(C=C2)N2CCN(CC2)CC(=O)NC)CC)C)C2=CC=C(C=C2)F 2-(4-(3-((5-cyano-4-(4-fluorophenyl)thiazol-2-yl)(methyl)amino)-2-ethylimidazo[1,2-a]pyridin-6-yl)piperazin-1-yl)-N-methylacetamide